2-fluoro-N-((1-((3-((5-isopropyl-2-methoxyphenyl)sulfonamido)-4-methoxybenzo[d]isoxazol-6-yl)methyl)-1H-pyrazol-4-yl)methyl)acrylamide FC(C(=O)NCC=1C=NN(C1)CC1=CC2=C(C(=NO2)NS(=O)(=O)C2=C(C=CC(=C2)C(C)C)OC)C(=C1)OC)=C